(3-bromophenyl)acrylate BrC=1C=C(C=CC1)OC(C=C)=O